(R)-(4-(4-cyclopropylpyrazolo[1,5-a]pyridin-2-yl)-1,4,6,7-tetrahydro-5H-imidazo[4,5-c]pyridin-5-yl)(5-(pyrazin-2-yl)-1,3,4-oxadiazol-2-yl)methanone C1(CC1)C=1C=2N(C=CC1)N=C(C2)[C@@H]2N(CCC1=C2N=CN1)C(=O)C=1OC(=NN1)C1=NC=CN=C1